NC1=CC=CC(=N1)S(=O)(=O)NC(=O)C=1C(=NC(=CC1)C=1C=NC(=CC1)OC(C)C)N1C(C(CC1C)C)C N-[(6-amino-2-pyridyl)sulfonyl]-6-(6-isopropoxy-3-pyridyl)-2-(2,3,5-trimethylpyrrolidin-1-yl)pyridine-3-carboxamide